C(C)(=O)OC(C=C(F)F)CCCN1C(C2=CC=CC=C2C1=O)=O 6-(1,3-Dioxoisoindolin-2-yl)-1,1-difluorohex-1-en-3-yl acetate